(2S,3R)-2-({[1,1'-Biphenyl]-3-yl}methyl)-3-vinyl-3-{[(R)-2-methylpropan-2-sulfinyl]amino}piperidine-1-carboxylic acid tert-butyl ester C(C)(C)(C)OC(=O)N1[C@H]([C@](CCC1)(N[S@](=O)C(C)(C)C)C=C)CC=1C=C(C=CC1)C1=CC=CC=C1